C(C)(C)(C)N(C(O)=O)C1=C(C(=NC=C1)Cl)C=O.C(=O)C=1C(=NC=CC1NC(OC(C)(C)C)=O)C1=C(C=CC=C1)OC([2H])([2H])[2H] tert-Butyl (3-formyl-2-{2-[(2H3)methyloxy]phenyl}pyridin-4-yl)carbamate tert-Butyl-2-chloro-3-formylpyridin-4-ylcarbamate